4-[8-amino-3-[(2S)-1-[1-(azetidin-3-yl)-4-piperidyl]pyrrolidin-2-yl]imidazo[1,5-a]pyrazin-1-yl]-N-(2-pyridyl)benzamide NC=1C=2N(C=CN1)C(=NC2C2=CC=C(C(=O)NC1=NC=CC=C1)C=C2)[C@H]2N(CCC2)C2CCN(CC2)C2CNC2